1-benzyl-3-(3,4-dichlorophenyl)-1-(1-(2,2-difluoropropyl)piperidin-4-yl)urea C(C1=CC=CC=C1)N(C(=O)NC1=CC(=C(C=C1)Cl)Cl)C1CCN(CC1)CC(C)(F)F